CN1N=C(C(=C1C)NC1=NC(=NC=C1)C1=CC=C(C=C1)N1C(NCC1)=O)C 1-(4-(4-((1,3,5-trimethyl-1H-pyrazol-4-yl)amino)pyrimidin-2-yl)phenyl)imidazolidin-2-one